(tert-butyldimethylsilyloxy)(dibutylamino)-methyl-(vinyl)silane [Si](C)(C)(C(C)(C)C)O[Si](C=C)(C)N(CCCC)CCCC